ClC1=C(C=C(C(=O)N2CC=3C(=NN4C3C(N(C(C4)CNC(C)=O)C(C)C4=CC=C(C=C4)OC(F)F)=O)C[C@H]2C)C=C1)C#N N-(((3R)-2-(4-chloro-3-cyanobenzoyl)-9-(1-(4-(difluoromethoxy)phenyl)ethyl)-3-methyl-10-oxo-1,2,3,4,7,8,9,10-octahydropyrido[4',3':3,4]pyrazolo[1,5-a]pyrazin-8-yl)methyl)acetamide